COC(=O)C1=NC=CC(=C1F)[C@@H](C)N 4-[(1R)-1-aminoethyl]-3-fluoro-pyridine-2-carboxylic acid methyl ester